(2R,3S)-2-(3-(5,6-dibromo-1H-benzo[d]imidazol-1-yl)propyl)piperidin-3-ol BrC1=CC2=C(N(C=N2)CCC[C@H]2NCCC[C@@H]2O)C=C1Br